1-(3-(cyclohexylamino)-5-(thiazol-5-yl)-1H-indazol-1-yl)ethanone C1(CCCCC1)NC1=NN(C2=CC=C(C=C12)C1=CN=CS1)C(C)=O